2-{2-Chloro-3-[(4S)-2-imino-4-methyl-6-oxo-1-(tetrahydro-pyran-4-yl)hexahydropyrimidin-4-yl]anilino}benzonitrile ClC1=C(NC2=C(C#N)C=CC=C2)C=CC=C1[C@]1(NC(N(C(C1)=O)C1CCOCC1)=N)C